N-((6-chloro-2,3,4,9-tetrahydro-1H-carbazol-3-yl)methyl)4-(3-(4-methylpiperazin-1-yl)propoxy)benzenesulfonamide zirconium [Zr].ClC=1C=C2C=3CC(CCC3NC2=CC1)CNS(=O)(=O)C1=CC=C(C=C1)OCCCN1CCN(CC1)C